OC1CN(C1)C(=O)O[C@@H]1CC[C@H](CC1)C(N(C[C@@H]1CC[C@H](CC1)C1=NC(=C(C=C1)OC)C)C1=NC=CC(=C1)C=1N=C(OC1)C(C)C)=O trans-4-((4-(2-Iso-propyloxazol-4-yl)-pyridine-2-yl)((trans-4-(5-methoxy-6-methylpyridin-2-yl)-cyclohexyl)methyl)-carbamoyl)cyclohexyl 3-hydroxy-azetidine-1-carboxylate